C1(=CC(=CC=C1)C1=NN(C=C1)CC=1C=NC=C(C(=O)O)C1)C1=CC=CC=C1 5-((3-([1,1'-biphenyl]-3-yl)-1H-pyrazol-1-yl)methyl)nicotinic acid